3-(3-amino-2-fluorobenzyl)-7-(cyclopropylmethoxy)-3,4-dihydro-2H-benzo[e][1,3]oxazin-2-one NC=1C(=C(CN2C(OC3=C(C2)C=CC(=C3)OCC3CC3)=O)C=CC1)F